(aminomethyl)-6-(benzyloxy)-7-methoxyquinazolin-4(3H)-one NCC1=NC2=CC(=C(C=C2C(N1)=O)OCC1=CC=CC=C1)OC